C(C=C)(=O)NC(CS(=O)(=O)O)(CC(C)(C)C)C 2-acrylamido-2,4,4-trimethylpentane-sulfonic acid